FC(C1=C(C=CC=C1)C1=CC=2C(=NC(=CC2)N)N1)F 2-(2-(difluoromethyl)phenyl)-1H-pyrrolo[2,3-b]pyridin-6-amine